C(C)SC=1C=C(C=C(C1[N+](=O)[O-])C)OC(NCC1=CC=C(C=C1)F)=O (3-(Ethylthio)-5-methyl-4-nitrophenyl)(4-fluorobenzyl)carbamate